[2-(3,5-dimethyl-1H-pyrazol-1-yl)-6-oxo-4-phenylpyrimidine-1(6H)-yl]-N-(3-nitrophenyl)acetamide CC1=NN(C(=C1)C)C=1N(C(C=C(N1)C1=CC=CC=C1)=O)CC(=O)NC1=CC(=CC=C1)[N+](=O)[O-]